C1(=CC=CC=C1)C1=CC=C(S1)C=C(C#N)C=1SC(=CC1)C1=CC=NC=C1 3-(5-Phenylthiophen-2-yl)-2-(5-(pyridin-4-yl)thiophen-2-yl)acrylonitrile